N1(C=CC=CC=C1)C(=O)[O-] azepin-1-carboxylate